Leucine (acetate) C(C)(=O)O.N[C@@H](CC(C)C)C(=O)O